CSCC[C@@H](C(=O)O)NC=O N-formyl-L-methionine